(2S,4R)-1-(4-chlorophenylcarbamoyl)-4-hydroxypyrrolidine-2-carboxylic acid benzyl ester C(C1=CC=CC=C1)OC(=O)[C@H]1N(C[C@@H](C1)O)C(NC1=CC=C(C=C1)Cl)=O